CC=1C2=CC[CH-]C2=CC=CC1.[Li+] lithium 4-methyl-dihydroazulenide